C(C)(=O)C1=C(C=C(C=C1)Cl)C=1C(=NN(C(C1)=O)C(C(=O)NC1=CC=C(C=C1)S(=O)(=O)O)CC1=CC=CC=C1)OC 4-(2-(4-(2-acetyl-5-chlorophenyl)-3-methoxy-6-oxopyridazin-1(6H)-yl)-3-phenylpropionamido)benzenesulfonic acid